Cl.O=S1(N[C@]2(CCC1)[C@@H](NCCC2)COC2CCC(CC2)C2=C(OCCC(=O)O)C=CC=C2)=O |o1:4,8| 3-{2-[(1S,4s)-4-{[rel-(6R,7R)-2,2-dioxo-2λ6-thia-1,8-diazaspiro[5.5]undec-7-yl]methoxy}cyclohexyl]phenoxy}propanoic acid hydrochloride